ClCCCS(=O)(=O)N1CCC(CC1)N 1-((3-chloropropyl)sulfonyl)piperidin-4-amine